ClC=1C=C(C=CC1F)NC(N(C)[C@@H]1C=2C3=C(C(NC2CN(C1)C)=O)C=C(C=C3)F)=O |r| Racemic-3-(3-chloro-4-fluorophenyl)-1-(8-fluoro-3-methyl-6-oxo-1,2,3,4,5,6-hexahydrobenzo[c][1,7]naphthyridin-1-yl)-1-methylurea